CC1=C(C=CC(=C1)C)C1=NC(=NC(=N1)C1=C(C=C(C=C1)C)C)C1=C(C=C(C=C1)OCCCCCC)O 2-(4,6-bis(2,4-dimethylphenyl)-1,3,5-triazine-2-yl)-5-hexyloxyphenol